ClC=1C(=CC(=C(C1)NC1=NC(=NC=C1)NC=1C(=CC(=C(C1)NC(C=C)=O)N1C[C@H](CC1)N(C)C)OC)C(C)(C)O)F (S)-N-(5-(4-(5-chloro-4-fluoro-2-(2-hydroxypropan-2-yl)phenylamino)pyrimidin-2-ylamino)-2-(3-(dimethylamino)pyrrolidin-1-yl)-4-methoxyphenyl)acrylamide